2-(1-(4-bromophenyl)-4-fluoropiperidin-4-yl)ethan-1-ol BrC1=CC=C(C=C1)N1CCC(CC1)(F)CCO